ClC1=C(C=C(C=C1)C(C(=O)O)=C)C(F)(F)F (4-Chloro-3-(trifluoromethyl)phenyl)acrylic acid